acrylic acid trichlorophenyl ester ClC1=C(C(=C(C=C1)OC(C=C)=O)Cl)Cl